C(C)(C)N1N=C(C2=NC(=CC(=C21)NCC=2C=NN(C2)C)C=2SC=CN2)C 1-isopropyl-3-methyl-N-[(1-methylpyrazol-4-yl)methyl]-5-thiazol-2-yl-pyrazolo[4,3-b]pyridin-7-amine